C1(CCCCC1)C=1N=NN(C1)CC(=O)O 2-(4-cyclohexyl-1H-1,2,3-triazol-1-yl)acetic acid